Cl.CC1=C2C(=NC=C1)CNC2 4-methyl-6,7-dihydro-5H-pyrrolo[3,4-b]pyridine HCl salt